1-(4-(7-(3-hydroxynaphthalen-1-yl)-2-((1-methylpyrrolidin-3-yl)methoxy)-5,6,7,8-tetrahydropyrido[3,4-d]pyrimidin-4-yl)piperazin-1-yl)prop-2-en-1-one OC=1C=C(C2=CC=CC=C2C1)N1CC=2N=C(N=C(C2CC1)N1CCN(CC1)C(C=C)=O)OCC1CN(CC1)C